FC1=C(C=CC=C1CC(=O)O)C1=CC(=CC(=C1)F)F {2,3',5'-trifluoro-[1,1'-biphenyl]-3-yl}acetic acid